C(C=C)OC1=NC(=NC(=N1)OCC=C)N 2,4-diallyloxy-6-amino-1,3,5-triazine